9-(4-(2,6-dioxopiperidin-3-yl)-3,4-dihydro-2H-benzo[b][1,4]oxazin-8-yl)-3-azaspiro[5.5]undecane-3-carboxylic acid tert-butyl ester C(C)(C)(C)OC(=O)N1CCC2(CC1)CCC(CC2)C2=CC=CC1=C2OCCN1C1C(NC(CC1)=O)=O